C(C)(C)(C)OC(=O)N1[C@@H]2[C@@H](N(C[C@H]1CC2)C=2C1=C(N=C(N2)SCC)C(=C(N=C1Br)Cl)F)C(C)=CC (1S,2S,5R)-3-(5-bromo-7-chloro-2-(ethylsulfanyl)-8-fluoropyrido[4,3-d]pyrimidin-4-yl)-2-(but-2-en-2-yl)-3,8-diazabicyclo[3.2.1]octane-8-carboxylic acid tert-butyl ester